3-(2-dimethylamino-2-thiophen-3-yl-ethyl)-1-methyl-1-(R)-1,2,3,4-tetrahydro-naphthalen-1-yl-urea CN(C(CNC(N([C@@H]1CCCC2=CC=CC=C12)C)=O)C1=CSC=C1)C